C(C)N(C(=O)[C@H]1CN(C)[C@@H]2CC3=CN(C4=CC=CC(C2=C1)=C34)C(=O)C3(C(CC3)C)C)CC 1-(1,2-dimethylcyclobutane-1-carbonyl)-lysergic acid diethylamide